BrC1=CC=C(COC2=NN=C(S2)NC(C2=C(N=C(C=C2)C#N)N2CCOC3(CC3)C2)=O)C=C1 N-(5-((4-bromobenzyl)oxy)-1,3,4-thiadiazol-2-yl)-6-cyano-2-(4-oxa-7-azaspiro[2.5]octan-7-yl)nicotinamide